ethyl (2,2,2-trifluoroethyl)phenylphosphinate FC(CP(OCC)(=O)C1=CC=CC=C1)(F)F